C(OC[C@H]1O[C@@]([C@@H]2OC(CC(CC(O[C@@H]21)=O)(C)C)=O)(C#N)C2=CC=C1C(=NC=NN12)N)(OCCN1CCOCC1)=O ((7aR,8R,10R,10aR)-10-(4-aminopyrrolo[2,1-f][1,2,4]triazin-7-yl)-10-cyano-4,4-dimethyl-2,6-dioxooctahydro-2H-furo[3,4-b][1,4]dioxonin-8-yl)methyl (2-morpholinoethyl) carbonate